4-bromo-5-[4-(3-trifluoromethoxy-benzoyl)-piperazin-1-yl]-benzofuran-2-carboxylic acid BrC1=C(C=CC2=C1C=C(O2)C(=O)O)N2CCN(CC2)C(C2=CC(=CC=C2)OC(F)(F)F)=O